9-(2-chloro-5-fluoropyrimidin-4-yl)-7-fluoro-3,3-dimethyl-1,2,3,4-tetrahydrobenzo[c][2,6]naphthyridine ClC1=NC=C(C(=N1)C1=CC2=C(N=CC=3CC(NCC23)(C)C)C(=C1)F)F